FC1=NC(=C2N=CN(C2=N1)C1OCCCC1)NCC1=CC(=C(C=C1)OC)O 2-fluoro-6-[(3-hydroxy-4-methoxybenzyl)amino]-9-(tetrahydro-2H-pyran-2-yl)-9H-purine